CC(=COCCC1=CC=CC=C1)CCCCCCCCC (2-((2-methylundec-1-en-1-yl)oxy)ethyl)benzene